3-(5-bromo-1-oxoisoindolin-2-yl)-3-methylpiperidine-2,6-dione BrC=1C=C2CN(C(C2=CC1)=O)C1(C(NC(CC1)=O)=O)C